N-((2-(2,6-dioxopiperidin-3-yl)-1-oxoisoindolin-4-yl)methyl)-2-oxo-2-(4-(1-(trifluoro-methyl)cyclopropyl)phenyl)acetamide O=C1NC(CCC1N1C(C2=CC=CC(=C2C1)CNC(C(C1=CC=C(C=C1)C1(CC1)C(F)(F)F)=O)=O)=O)=O